N-(1,1-dioxidotetrahydro-2H-thiopyran-4-yl)quinazoline-2-carboxamide O=S1(CCC(CC1)NC(=O)C1=NC2=CC=CC=C2C=N1)=O